CC1(CC(=CC=C1)N1C(C=CC1=O)=O)N1C(C=CC1=O)=O N,N'-(m-tolylene)bismaleimide